5-(1'-isopropyl-5'-methoxy-6'-oxo-1',6'-dihydro-[3,3'-bipyridin]-5-yl)-1-methylindolin-2-one C(C)(C)N1C=C(C=C(C1=O)OC)C=1C=NC=C(C1)C=1C=C2CC(N(C2=CC1)C)=O